C1(CC1)C=1C(=NON1)C(=O)N[C@@H](C1CCC(CC1)(F)F)C=1N=C2N(N=CC(=C2)[C@H](C(F)F)NC(CC2CC(C2)(F)F)=O)C1 |o1:28| 4-Cyclopropyl-N-((S)-(7-((R*)-1-(2-(3,3-difluorocyclobutyl)acetamido)-2,2-difluoroethyl)imidazo[1,2-b]pyridazin-2-yl)(4,4-difluorocyclohexyl)methyl)-1,2,5-oxadiazole-3-carboxamide